ClC=1N=C(C2=C(N1)SC(=C2C)C)N(CC(=O)OCC)C ethyl 2-([2-chloro-5,6-dimethylthieno[2,3-d]pyrimidin-4-yl](methyl)amino)acetate